ClC=1N=C(C2=C(N1)C=C(S2)C[C@H](C)NC(OC(C)(C)C)=O)NCC2=C(C=NC=C2)F tert-butyl N-[(1S)-2-[2-chloro-4-[(3-fluoro-4-pyridyl)methylamino]thieno[3,2-d]pyrimidin-6-yl]-1-methyl-ethyl]carbamate